N-((3S,4S)-8-(8-bromoimidazo[1,2-c]pyrimidin-5-yl)-3-Methyl-2-oxa-8-azaspiro[4.5]decan-4-yl)-2-methylpropane-2-sulfinamide BrC=1C=2N(C(=NC1)N1CCC3([C@@H]([C@@H](OC3)C)NS(=O)C(C)(C)C)CC1)C=CN2